(2'-chloro-2-fluoro-[1,1'-biphenyl]-3-yl)carbamoyl-4-fluoropyrrolidine-1-carboxylate ClC1=C(C=CC=C1)C1=C(C(=CC=C1)NC(=O)OC(=O)N1CCC(C1)F)F